N1=C(C=CC=C1)SSCCC(=O)N[C@@H](C(CCCN)SSC1=NC=CC=C1)C(=O)O 3-(2-Pyridyldithio)propionyl-(3-(2-Pyridyldithio)-L-lysine)